4-Nitro-2-(2H-tetrazol-5-yl)phenol [N+](=O)([O-])C1=CC(=C(C=C1)O)C=1N=NNN1